BrC=1C=C2C(=CN1)N(N=C2)C 5-bromo-1-methyl-1H-pyrazolo[3,4-c]pyridine